C(C)C=1C=NC=C(C1N1C[C@H](C[C@H](C1)C)NC(OC(C)(C)C)=O)[N+](=O)[O-] tert-Butyl ((3S,5R)-1-(3-ethyl-5-nitropyridin-4-yl)-5-methylpiperidin-3-yl)carbamate